ClC1=C(C2=C(NC(O[C@@]23CN(CCC3)C(=O)C3=NC(=NN3)CC3=CC(=CC=C3)C)=O)C=C1)F (R)-6-Chloro-1'-(3-(3-methylbenzyl)-1H-1,2,4-triazole-5-carbonyl)-5-fluorospiro[benzo[d][1,3]oxazine-4,3'-piperidin]-2(1H)-one